C1(CCC2=CC=CC=C12)C=1C(=C(C(=CC1)OC)O)OC 3-(2,3-dihydro-1H-inden-1-yl)-2,6-dimethoxyphenol